CC(CC)N(CCC=O)C 3-[BUTAN-2-YL(METHYL)AMINO]PROPANAL